2,5-anhydrosorbitol OC[C@H]1[C@@H](O)[C@H](O)[C@H](O1)CO